C(C)C(CN(CC(CCCC)CC)CN1C(SC(=N1)CN(CC(CCCC)CC)CC(CCCC)CC)=O)CCCC 3,5-bis[di(2-ethylhexyl)aminomethyl]-1,3,4-thiadiazol-2-one